FC(OC=1C=C(C=CC1)S(=O)(=O)N(C1=CC=2OC(C(=CC2S1)C(=O)O)=O)C)F 2-[(3-Difluoromethoxy-benzenesulfonyl)-methyl-amino]-5-oxo-5H-thieno[3,2-b]pyran-6-carboxylic acid